OC(CC(=O)O)CCCCCCCCC 3-Hydroxydodecanoic acid